C(#CC)C=1C=2N3C(=NC2N=CN1)N=CN3 8-prop-1-ynyl-[1,2,4]triazolo[5,1-f]purin